2-(pyrrolidin-3-yl)phthalazin-1-one N1CC(CC1)N1C(C2=CC=CC=C2C=N1)=O